1'-[3-(cyclopropylmethoxy)-2-(trifluoromethyl)phenyl]-2-(2-ethoxypyridin-3-yl)-7-pyrrolidin-3-ylspiro[6H-1,7-naphthyridine-5,4'-piperidine]-8-one C1(CC1)COC=1C(=C(C=CC1)N1CCC2(CC1)C=1C=CC(=NC1C(N(C2)C2CNCC2)=O)C=2C(=NC=CC2)OCC)C(F)(F)F